methyl 4-bromo-2-(4-((tosyloxy)methyl)piperidin-1-yl)benzoate BrC1=CC(=C(C(=O)OC)C=C1)N1CCC(CC1)COS(=O)(=O)C1=CC=C(C)C=C1